N1=CN=CC2=C1CCCO2 7,8-dihydro-6H-pyrano[3,2-d]pyrimidin